N-(cyclopropyl(3-methylpyridin-2-yl)methyl)-7-methyl-1H-indole C1(CC1)C(N1C=CC2=CC=CC(=C12)C)C1=NC=CC=C1C